N-(5-(3-((3S,4R)-4-(3,4-difluorophenyl)-1-(2-methoxyethyl)pyrrolidin-3-yl)ureido)-3-ethoxy-1-phenyl-1H-pyrazol-4-yl)-2,2,2-trifluoroacetamide FC=1C=C(C=CC1F)[C@H]1[C@@H](CN(C1)CCOC)NC(NC1=C(C(=NN1C1=CC=CC=C1)OCC)NC(C(F)(F)F)=O)=O